FC=1C=C(C(=O)N=C2NCCN2)C=C(C1NC1=CC(=CC=C1)C(=O)N1CCOCC1)C1OCCC1 3-fluoro-N-[imidazolidin-2-ylidene]-4-{[3-(morpholine-4-carbonyl)phenyl]amino}-5-(oxolan-2-yl)benzamide